N[C@@H](C1=CC(=C2CN(C(C2=C1)=O)C1=CC(=CC=C1)C1(CC(C1)(F)F)CC1=NN=CN1C)C(F)(F)F)C1CC1 (R)-6-(amino(cyclopropyl)methyl)-2-(3-(3,3-difluoro-1-((4-methyl-4H-1,2,4-triazol-3-yl)methyl)cyclobutyl)phenyl)-4-(trifluoromethyl)isoindolin-1-one